The molecule is a camphorsulfonate salt obtained by reaction of rucaparib with one molar equivalent of (1S,4R)-camphorsulfonic acid. It is an inhibitor of poly (ADP-ribose) polymerase and is used as monotherapy for advanced ovarian cancer and deleterious germline or somatic BRCA mutation. It has a role as an EC 2.4.2.30 (NAD(+) ADP-ribosyltransferase) inhibitor. It is a camphorsulfonate salt and an azepinoindole. It contains a (S)-camphorsulfonate and a rucaparib(1+). CC1([C@@H]2CC[C@]1(C(=O)C2)CS(=O)(=O)O)C.CNCC1=CC=C(C=C1)C2=C3CCNC(=O)C4=C3C(=CC(=C4)F)N2